5-(4-(1-((5-(4-(methylsulfonyl)phenyl)thiazolo[5,4-b]pyridin-2-yl)oxy)ethyl)piperidin-1-yl)-3-(trifluoromethyl)-1,2,4-oxadiazole CS(=O)(=O)C1=CC=C(C=C1)C1=CC=C2C(=N1)SC(=N2)OC(C)C2CCN(CC2)C2=NC(=NO2)C(F)(F)F